NC1=C(C=C(C=N1)B(O)O)F 6-AMINO-5-FLUOROPYRIDINE-3-BORONIC ACID